N-(3-FLUOROPHENYL)-5-METHOXY-2-(TRIFLUOROMETHYL)-3H-IMIDAZO[4,5-B]PYRIDIN-6-AMINE FC=1C=C(C=CC1)NC=1C=C2C(=NC1OC)NC(=N2)C(F)(F)F